FCC1CN(CCN1)C1=CC=CC=2NC=NC21 4-(3-(fluoromethyl)piperazin-1-yl)-1H-benzo[d]Imidazole